2-[4-(5,7-Dichloro-2,3-dioxo-2,3-dihydroindol-1-ylmethyl)benzyl]isoselenourea hydrobromide Br.ClC=1C=C2C(C(N(C2=C(C1)Cl)CC1=CC=C(C[Se]C(N)=N)C=C1)=O)=O